((S)-1-acryloyl-4-(7-(8-chloro-7-fluoronaphthalene-1-yl)-2-(((S)-1-methylpyrrolidine-2-yl)methoxyl)pyrido[3,2-d]Pyrimidin-4-yl)piperazin-2-yl)acetonitrile C(C=C)(=O)N1[C@H](CN(CC1)C=1C2=C(N=C(N1)OC[C@H]1N(CCC1)C)C=C(C=N2)C2=CC=CC1=CC=C(C(=C21)Cl)F)CC#N